C(C)C(COP(O)(=O)CC(CCCC)CC)CCCC (2-ethylhexyl)phosphonic acid mono(2-ethylhexyl) ester